2-[2,4-bis(trifluoromethyl)phenyl]-6,7-difluoro-1,2,3,4-tetrahydronaphthalen-1-one FC(C1=C(C=CC(=C1)C(F)(F)F)C1C(C2=CC(=C(C=C2CC1)F)F)=O)(F)F